NC=1C=C(C=C(C1)C(F)(F)F)[C@@H](C)NC=1C2=C(N=C(N1)C)N=CC(=C2)Br (R)-N-(1-(3-amino-5-(trifluoromethyl)phenyl)ethyl)-6-bromo-2-methylpyrido[2,3-d]pyrimidin-4-amine